C[N+]1(C(CCCC1C)C)C N,N,2,6-tetramethylpiperidinium